1-(2-(3-fluorophenyl)-1H-benzo[d]imidazol-5-yl)-3-(5-methoxy-2,2-dimethyl-2H-chromen-6-yl)urea FC=1C=C(C=CC1)C1=NC2=C(N1)C=CC(=C2)NC(=O)NC=2C(=C1C=CC(OC1=CC2)(C)C)OC